CN(C=1C(=C(C(=C2C=NNC12)C=1C=CC=2N(C1)C=C(N2)NC(=O)[C@H]2[C@H](C2)F)C)F)C (1S,2S)-N-(6-(7-(dimethylamino)-6-fluoro-5-methyl-1H-indazol-4-yl)imidazo[1,2-a]pyridin-2-yl)-2-fluorocyclopropane-1-carboxamide